C1(=CC(=CC=C1)C1=NC2=C3N=C(C=CC3=CC=C2C=C1)C1=CC=2C(C3=CC=CC=C3C2C=C1)(C=1C=NC=CC1)C=1C=NC=CC1)C1=CC=CC=C1 2-([1,1'-biphenyl]-3-yl)-9-(9,9-di(pyridin-3-yl)-9H-fluoren-2-yl)-1,10-phenanthroline